CN1N=CC(=C1)NCC1OCCC1 1-methyl-N-[(oxolan-2-yl)methyl]-1H-pyrazol-4-amine